C1(CC1)C(=O)NC1=CC(=C(N=N1)C(=O)NC([2H])([2H])[2H])NC1=CC=CC=2C3=C(CN(C12)C)N(C(=N3)C3CC3)C 6-(cyclopropanecarboxamido)-4-((2-cyclopropyl-3,5-dimethyl-4,5-dihydro-3H-imidazo[4,5-c]quinolin-6-yl)amino)-N-(methyl-d3)pyridazine-3-carboxamide